BrC=1C(=CC(=C(CC2=NNC(C3=CC=CC=C23)=O)C1)OC)OC 4-(5-bromo-2,4-dimethoxybenzyl)phthalazin-1(2H)-one